C1(CC1)C=1C=C2C(=NC(=NC2=C(C1C1=C2C=NNC2=CC(=C1C)F)O[C@@H](C)C1=CC=CC=C1)S(=O)(=O)CC)N([C@@H]1CN(CC1)C(=O)OC(C)(C)C)C tert-butyl (3S)-3-[{6-cyclopropyl-2-(ethanesulfonyl)-7-(6-fluoro-5-methyl-1H-indazol-4-yl)-8-[(1S)-1-phenylethoxy]quinazolin-4-yl}(methyl)amino]pyrrolidine-1-carboxylate